2,7-dichloro-8-fluoro-4-((1R,7S,8S)-8-fluoro-2-azabicyclo[5.1.0]octan-2-yl)pyrido[4,3-d]pyrimidine ClC=1N=C(C2=C(N1)C(=C(N=C2)Cl)F)N2[C@H]1[C@H]([C@H]1CCCC2)F